benzyl (S)-2-(cyanomethyl)-4-(2-(((S)-1-methylpyrrolidin-2-yl)methoxy)-7-(naphthalen-1-yl)-5,6,7,8-tetrahydropyrido[3,4-d]pyrimidin-4-yl)piperazine-1-carboxylate C(#N)C[C@@H]1N(CCN(C1)C=1C2=C(N=C(N1)OC[C@H]1N(CCC1)C)CN(CC2)C2=CC=CC1=CC=CC=C21)C(=O)OCC2=CC=CC=C2